FC1=C(C=CC=C1C[C@@H]1N(CC([C@@H]1NS(=O)(=O)C)(F)F)C(C(C)(C)O)=O)C1=CC(=CC=C1)F N-[(2S,3R)-2-[(2,3'-difluoro[1,1'-biphenyl]-3-yl)methyl]-4,4-difluoro-1-(2-hydroxy-2-methylpropanoyl)pyrrolidin-3-yl]methanesulfonamide